t-hexylpropoxy isopropyl monocarbonate C(OOC(CC)C(C)(C)CCC)(OC(C)C)=O